2-(4,4-difluorocyclohexyl)-4-(3-fluoro-2-pyridyl)pyridin-3-amine FC1(CCC(CC1)C1=NC=CC(=C1N)C1=NC=CC=C1F)F